ClC1=CC=C(C(=N1)C(=O)O)N[C@H](C)C1=CC(=CC=2C=3N(C(=NC12)CC)C=C(N3)C#N)C (R)-6-chloro-3-(1-(2-cyano-5-ethyl-9-methylimidazo[1,2-c]quinazolin-7-yl)ethylamino)picolinic acid